2-((4-fluorophenyl)amino)-2-methylpropanenitrile FC1=CC=C(C=C1)NC(C#N)(C)C